FC=1C=C(C=CC1)S(=O)(=O)CC(=O)C1=CC=C(C=C1)C1=NOC(=N1)C(F)(F)F (3-Fluorophenyl-sulfonyl)-1-(4-(5-(trifluoromethyl)-1,2,4-oxadiazol-3-yl)phenyl)ethan-1-on